4-METHYL-MORPHOLINE-2-CARBOXYLIC ACID CN1CC(OCC1)C(=O)O